O[C@@H]1[C@H](O[C@@H]([C@H]([C@H]1O)O)C=1N=NN(C1)C1=CC2=CC=CC=C2C=C1)CCP(O)(O)=O (2-((2R,3S,4S,5S,6R)-3,4,5-trihydroxy-6-(1-(naphthalen-2-yl)-1H-1,2,3-triazol-4-yl)tetrahydro-2H-pyran-2-yl)ethyl)phosphonic acid